C(=O)C=1C=C(OCCN2C=CC3=CC=C(C=C23)C(=O)NOC2OCCCC2)C=CC1 (2-(3-formylphenoxy)ethyl)-N-((tetrahydro-2H-pyran-2-yl)oxy)-1H-indole-6-carboxamide